N-[1-[2-[[2-Fluoro-4-(trifluoromethyl)phenyl]methyl]-2,7-diazaspiro[3.5]nonane-7-carbonyl]azetidin-3-yl]methanesulfonamide FC1=C(C=CC(=C1)C(F)(F)F)CN1CC2(C1)CCN(CC2)C(=O)N2CC(C2)NS(=O)(=O)C